NC1=C2C(=NC=N1)N(N=C2C2=C(C=C(C=C2)OC2=CC=CC=C2)F)C2N(CCCC2)C(=O)C(C#N)=CC(C)(N2CCN(CC2)C2COC2)C 2-[(3R)-2-[4-AMINO-3-(2-FLUORO-4-PHENOXY-PHENYL)PYRAZOLO[3,4-D]PYRIMIDIN-1-YL]PIPERIDINE-1-CARBONYL]-4-METHYL-4-[4-(OXETAN-3-YL)PIPERAZIN-1-YL]-PENT-2-ENENITRILE